Trimethylammonium ethyl-acrylate bis(trifluoromethanesulfonyl)imide [N-](S(=O)(=O)C(F)(F)F)S(=O)(=O)C(F)(F)F.C(C)OC(C=C)=O.C[NH+](C)C